C1(=CC=CC=C1)S(=O)(=O)C=1C=NC2=CC=CC=C2C1C=1C=C(C=CC1)C 3-(phenylsulfonyl)-4-(m-tolyl)quinoline